CC1CN(CC(O1)C=1C(=NNC1)C)C1=NC(=NC=C1)C1=CN=C2N1C=C(C=C2)C(F)(F)F 2-methyl-6-(3-methyl-1H-pyrazol-4-yl)-4-(2-(6-(trifluoromethyl)imidazo[1,2-a]pyridin-3-yl)pyrimidin-4-yl)morpholine